[(3S)-1-(2-methoxyethyl)-5-oxo-pyrrolidin-3-yl] (4-nitrophenyl) carbonate C(O[C@@H]1CN(C(C1)=O)CCOC)(OC1=CC=C(C=C1)[N+](=O)[O-])=O